CS(=O)(=O)C=1C=CC(=C(OCC(=O)N)C1)[N+](=O)[O-] 2-(5-(methylsulfonyl)-2-nitrophenoxy)acetamide